methyl 3-fluoro-5-((2-hydroxyethyl)sulfonyl)benzoate FC=1C=C(C(=O)OC)C=C(C1)S(=O)(=O)CCO